(R)-1-benzyl-isoquinoline methyl-5-chloro-1-((2-(trimethylsilyl)ethoxy)methyl)-1H-pyrrolo[2,3-b]pyridine-4-carboxylate COC(=O)C=1C2=C(N=CC1Cl)N(C=C2)COCC[Si](C)(C)C.C(C2=CC=CC=C2)C2=NC=CC1=CC=CC=C21